1-tert-butoxycarbonyl-5-[(5-{7-[(3S)-4-(tert-butoxycarbonyl)-3-methylpiperazin-1-yl]-1-methyl-1H-Benzimidazol-2-yl}pyrimidin-4-yl)amino]-6-methoxyindazole C(C)(C)(C)OC(=O)N1N=CC2=CC(=C(C=C12)OC)NC1=NC=NC=C1C1=NC2=C(N1C)C(=CC=C2)N2C[C@@H](N(CC2)C(=O)OC(C)(C)C)C